C(=CC1=CC=CC=C1)/C(=C/C(=O)N)/C(=O)O styrene-maleic amide